1-{6-[(cyclopropylacetyl)amino]pyridin-3-yl}-N-(4-fluorophenyl)cyclobutane-1-carboxamide C1(CC1)CC(=O)NC1=CC=C(C=N1)C1(CCC1)C(=O)NC1=CC=C(C=C1)F